3-benzyl-9-methyl-2-((1-methyl-1H-imidazol-5-yl)ethynyl)-4H,6H-thieno[2,3-e][1,2,4]triazolo[3,4-c][1,4]oxazepine C(C1=CC=CC=C1)C1=C(SC=2N3C(COCC21)=NN=C3C)C#CC3=CN=CN3C